4-((4-(4,4-Dimethylcyclohexyl)phenyl)amino)cyclohexane-1-carboxamide CC1(CCC(CC1)C1=CC=C(C=C1)NC1CCC(CC1)C(=O)N)C